2-((2-((1r,4r)-4-cyclopropyl-4-hydroxycyclohexyl)-6-methoxy-2H-indazol-5-yl)carbamoyl)-6-methylpyridine 1-oxide C1(CC1)C1(CCC(CC1)N1N=C2C=C(C(=CC2=C1)NC(=O)C1=[N+](C(=CC=C1)C)[O-])OC)O